FC1=CC2=C(NC(CCC2)=O)C=C1C(=O)N 7-fluoro-2-oxo-2,3,4,5-tetrahydro-1H-benzo[b]azepine-8-carboxamide